(4-amino-2-fluorophenoxy)-N3-isopropylpyridine-2,3-diamine NC1=CC(=C(OC2=C(C(=NC=C2)N)NC(C)C)C=C1)F